C(C)(C)(C)C=1CC(=CC(C1)=CC1=CC2=CC=CC=C2C=C1)C(C)(C)C 2,6-di-tert-butyl-4-(2-naphthylmethylene)-2,5-cyclohexadiene